3,4,5-trimethylbenzene CC=1C=CC=C(C1C)C